BrC=1C=C2CC(CC2=CC1OC)C(=O)OC methyl 5-bromo-6-methoxy-2,3-dihydro-1H-indene-2-carboxylate